C1(CC1)NC(C(C(C[C@H]1C(NCC1)=O)NC([C@H](CC(C)(C)C)NC(\C=C\C1=CC=C(C=C1)F)=O)=O)=O)=O (2S)-N-(4-(Cyclopropylamino)-3,4-dioxo-1-((S)-2-oxopyrrolidin-3-yl)butan-2-yl)-2-((E)-3-(4-fluorophenyl)acrylamido)-4,4-dimethylpentanamid